C(N)(=O)[C@@H]1N(CCN(C1)C1=CC=C2C(=N1)N(C(=N2)C2=C(C=C(C=C2)F)F)C2=CC=NC=C2)C(=O)OC(C)(C)C tert-butyl (2R)-2-carbamoyl-4-[2-(2,4-difluorophenyl)-3-(pyridin-4-yl)-3H-imidazo[4,5-b]pyridin-5-yl]piperazine-1-carboxylate